CC1(C2=CC(=CC=C2C=2C=CC(=CC12)B(O)O)B(O)O)C (9,9-dimethyl-9H-fluorene-2,7-diyl)diboronic acid